selenosulfonate S(=[Se])(=O)[O-]